NC=1C=C(C=CC1)C1=CC(=C2C[C@H](OC(C2=C1O)=O)C)C (R)-7-(3-aminophenyl)-8-hydroxyl-3,5-dimethylisochroman-1-one